FC1=CC(=CC2=C1N=C(S2)C=2CCNCC2)C=2C=C(C=1N(N2)C=C(N1)C)C 6-[4-Fluoro-2-(1,2,3,6-tetrahydropyridin-4-yl)-1,3-benzothiazol-6-yl]-2,8-dimethylimidazo[1,2-b]pyridazin